3-(2-chloro-4'-(2-oxopiperidin-1-yl)-[1,1'-biphenyl]-3-yl)-3-fluoropiperidine-2,6-dione ClC1=C(C=CC=C1C1(C(NC(CC1)=O)=O)F)C1=CC=C(C=C1)N1C(CCCC1)=O